3-(6-methyl-1H-benzo[d]imidazol-2-yl)-2H-chromen-2-imine CC=1C=CC2=C(NC(=N2)C=2C(OC3=CC=CC=C3C2)=N)C1